2-Naphthyl-acrylamide C1=C(C=CC2=CC=CC=C12)C(C(=O)N)=C